3-methoxy-4-hydroxybenzaldehyde COC=1C=C(C=O)C=CC1O